FC=1C=C(C=CC1NCC1=CC=C(C=C1)C(F)(F)F)NC(CC(C)(C)C)=O N-(3-Fluoro-4-((4-(trifluoromethyl)benzyl)amino)phenyl)-3,3-dimethylbutanamid